6-bromo-3-iodo-1H-pyrazolo[4,3-c]pyridine BrC1=CC2=C(C=N1)C(=NN2)I